The molecule is a mannooligosaccharide derivative consisting of a D-mannosyl residue beta-linked to a 3-aminopropyl group and which carries an alpha-D-mannosyl-(1->2)-alpha-D-mannosyl-(1->2)-alpha-D-mannosyl unit linked (1->3) and an alpha-D-mannosyl-(1->2)-alpha-D-mannosyl-(1->6)-beta-D-mannosyl unit linked (1->6). It is a mannooligosaccharide derivative and a glycoside. C(CN)CO[C@H]1[C@H]([C@H]([C@@H]([C@H](O1)CO[C@@H]2[C@H]([C@H]([C@@H]([C@H](O2)CO[C@@H]3[C@H]([C@H]([C@@H]([C@H](O3)CO)O)O)O[C@@H]4[C@H]([C@H]([C@@H]([C@H](O4)CO)O)O)O)O)O)O)O)O[C@@H]5[C@H]([C@H]([C@@H]([C@H](O5)CO)O)O)O[C@@H]6[C@H]([C@H]([C@@H]([C@H](O6)CO)O)O)O[C@@H]7[C@H]([C@H]([C@@H]([C@H](O7)CO)O)O)O)O